3-(3-((3aS,7aR)-7a-fluoro-1-oxooctahydro-2H-pyrrolo[3,4-c]pyridin-2-yl)phenyl)butanoic acid F[C@@]12[C@@H](CNCC1)CN(C2=O)C=2C=C(C=CC2)C(CC(=O)O)C